N-((2S,3S)-2-((2,3'-difluorobiphenyl-3-yl)methyl)-1-(2-hydroxy-2-methylpropanoyl)pyrrolidin-3-yl)-1-methoxymethanesulfonamide FC1=C(C=CC=C1C[C@@H]1N(CC[C@@H]1NS(=O)(=O)COC)C(C(C)(C)O)=O)C1=CC(=CC=C1)F